O=C(CCCCCCCC(=O)O)\C=C\C=C\C=C\C(CC)=O (10E,12E,14E)-9,16-Dioxooctadeca-10,12,14-trienoic acid